NC1=CC=C(OC2=CC=C(C(=O)C3=CC(=CC=C3)C(C3=CC=C(C=C3)OC3=CC=C(C=C3)N)=O)C=C2)C=C1 1,3-bis[4-(4-aminophenoxy)benzoyl]benzene